COC=1C=C2CCCC(C2=CC1)=O 6-Methoxy-1-tetralon